O-[2-(3H-pyrrole-3-oxy)-hexyl]-hydroxylamine N1=CC(C=C1)OC(CON)CCCC